FC1=C(N)C=C(C=C1)OC=1C(=C2C=CN(C2=CC1F)S(=O)(=O)C1=CC=C(C=C1)C)SC 2-fluoro-5-[6-fluoro-4-methylsulfanyl-1-(p-tolylsulfonyl)indol-5-yl]oxy-aniline